3-(N-methyl-N-((1-methylpyrrolidin-2-yl)methyl)sulfamoyl)-1-(5-(2-methoxypyridin-4-yl)-2,3-dihydro-1H-inden-4-yl)urea CN(S(=O)(=O)NC(NC1=C2CCCC2=CC=C1C1=CC(=NC=C1)OC)=O)CC1N(CCC1)C